C(C(C)C)[C@@H]1C(N2[C@@H](N(O1)C(\C=C\C1=NC=CC=C1)=O)CN(C([C@@H]2CC(C)C)=O)C2CCN(CC2)CC2=NC=CC=N2)=O (3R,6S,9aS)-3,6-diisobutyl-1-((E)-3-(pyridin-2-yl)acryloyl)-8-(1-(pyrimidin-2-ylmethyl)piperidin-4-yl)tetrahydropyrazino[2,1-c][1,2,4]oxadiazine-4,7(3H,6H)-dione